2-(5-cyclopropyl-3-ethylsulfanyl-2-pyridyl)-3-methyl-6-(trifluoromethyl)imidazo[4,5-b]pyridine C1(CC1)C=1C=C(C(=NC1)C1=NC=2C(=NC=C(C2)C(F)(F)F)N1C)SCC